1-[(E)-benzylideneamino]-5-bromo-3-methyl-1,3-dihydro-2H-benzimidazol-2-one C(/C1=CC=CC=C1)=N\N1C(N(C2=C1C=CC(=C2)Br)C)=O